6-[(2S)-2-aminopropyl]-2-chloro-N-[(3,5-difluoropyridin-4-yl)methyl]-7-methylthieno[3,2-d]pyrimidin-4-amine N[C@H](CC1=C(C=2N=C(N=C(C2S1)NCC1=C(C=NC=C1F)F)Cl)C)C